[C@H]12CCC[C@@H]2C1N1CC2=C(CC1)N=C(N2)C2=C(C=CC=C2)Cl 5-((1R,5S)-bicyclo[3.1.0]hexan-6-yl)-2-(2-chlorophenyl)-4,5,6,7-tetrahydro-3H-imidazo[4,5-c]pyridine